ClC1=C2N=CN(C2=NC(=N1)C#CCCC)[C@@H]1SC[C@H]2OC(O[C@H]21)(C)C 6-chloro-9-((3aR,4R,6aS)-2,2-dimethyltetrahydrothieno[3,4-d][1,3]dioxol-4-yl)-2-(pent-1-yn-1-yl)-9H-purine